N-cyclopropyl-2-fluoro-5-(1-imidazo[1,2-a]pyridin-3-yl-1H-pyrazol-4-yl)-4-methyl-benzamide C1(CC1)NC(C1=C(C=C(C(=C1)C=1C=NN(C1)C1=CN=C2N1C=CC=C2)C)F)=O